CN(CCCN(C(CCCCCCC)=O)C(CCCCCCCCC(=O)OC(CCCCCC)CCCCCC)CCCCCCCCC(=O)OC(CCCCCC)CCCCCC)C di(tridecan-7-yl) 10-(N-(3-(dimethylamino)propyl)octanamido)-nonadecanedioate